C(C1CO1)C([O-])CCC(F)(F)F.COC1=C(C=CC=C1)PC1=C(C=CC=C1)OC bis(2-methoxyphenyl)phosphine glycidyl-trifluorobutoxide